ONC(C1=CC(=CC=C1)CC1=C(C=CC(=C1)N(C1=CC(OC2=CC=CC=C12)=O)C)OC)=O N-hydroxy-3-((2-methoxy-5-(methyl-(2-oxo-2H-chromen-4-yl)amino)phenyl)methyl)benzamide